ClC=1C=C2C=C(NC2=CC1)C(=O)N[C@H](C(=O)N1C[C@]2(C[C@H]1C#C)C(NC1=CC=CC=C12)=O)CC(C)(C)F 5-chloro-N-((S)-1-((3R,5'S)-5'-ethynyl-2-oxospiro[indoline-3,3'-pyrrolidin]-1'-yl)-4-fluoro-4-methyl-1-oxopentan-2-yl)-1H-indole-2-carboxamide